3-chloro-N-(3-((1s,3R)-3-(cyanomethyl)-1-(4-methyl-4H-1,2,4-triazol-3-yl)cyclobutyl)phenyl)-7-(((S)-3-methylpiperidin-1-yl)methyl)-1H-pyrrolo[3,2-b]pyridine-5-carboxamide ClC1=CNC=2C1=NC(=CC2CN2C[C@H](CCC2)C)C(=O)NC2=CC(=CC=C2)C2(CC(C2)CC#N)C2=NN=CN2C